N-(1-cyanocyclopropyl)-8-(4-(2,2-difluorocyclopropane-1-carbonyl)piperazin-1-yl)-3-(5-(trifluoromethyl)-1,3,4-thiadiazol-2-yl)imidazo[1,5-a]pyridine-6-sulfonamide C(#N)C1(CC1)NS(=O)(=O)C=1C=C(C=2N(C1)C(=NC2)C=2SC(=NN2)C(F)(F)F)N2CCN(CC2)C(=O)C2C(C2)(F)F